C(C)(C)(C)N(C(=O)OC(C)(C)C1=CN(C2=NC=C(C=C21)Br)S(=O)(=O)C2=CC=C(C)C=C2)CC(CNC2=NC=C(N=C2)C2=NC=CC=C2)C 2-(5-bromo-1-tosyl-1H-pyrrolo[2,3-b]pyridin-3-yl)propan-2-ol tert-butyl-(2-methyl-3-((5-(pyridin-2-yl)pyrazin-2-yl)amino)propyl)carbamate